C(C1=CC=CC=C1)(=O)C=1N2C=CC=C2C=C(C1)C(=O)N(C)C 5-benzoyl-N,N-dimethylindolizine-7-formamide